C(=C)C1=C(C=CC=C1)S(=O)(=O)O ethenyl-benzenesulfonic acid